COC1(CCNCC1)OC1=C(C=C(C=C1)C)Cl (2-chloro-4-(methyl)phenyl) 4-methoxypiperidin-4-yl ether